C1(CCC1)C=1C(=NN(C1NC(CC1(CC1)C(F)(F)F)=O)C)CC1CC(C1)(F)F N-(4-cyclobutyl-3-((3,3-difluoro-cyclobutyl)methyl)-1-methyl-1H-pyrazol-5-yl)-2-(1-(trifluoro-methyl)cyclopropyl)acetamide